CC(CC[C@@H](C(=O)O)NC([C@H](CC1=CN=CN1C)N(C(C)=O)C)=O)(C)C (2S)-5,5-dimethyl-2-[(2S)-3-(1-methyl-1H-imidazol-5-yl)-2-(N-methylacetamido)propanamido]hexanoic acid